N-ethyl-N-((2-methylthiazol-5-yl)methyl)-6-chloro-3-nitropyridin-2-amine C(C)N(C1=NC(=CC=C1[N+](=O)[O-])Cl)CC1=CN=C(S1)C